NC1=C(C(=O)OC)C=C(C(=C1)F)C1=NC=C(C2=C1C(=NO2)N)C=2C=NN(C2)COP(=O)(O)O Methyl 2-amino-5-(3-amino-7-(1-((phosphonooxy) methyl)-1H-pyrazol-4-yl) isoxazolo[4,5-c]pyridin-4-yl)-4-fluorobenzoate